p-menthen-8-ol C1(CCC(=CC1)C(C)(C)O)C